ClC1=C2C(=NC=C1C(OC)OC)N(C=C2C=2C=C1C=NN(C1=CC2)C(C)C)S(=O)(=O)C2=CC=CC=C2 5-(4-Chloro-5-(dimethoxymethyl)-1-(phenylsulfonyl)-1H-pyrrolo[2,3-b]pyridin-3-yl)-1-isopropyl-1H-indazole